5-methyl-2-[2-(1-oxo-6-phenoxy-3H-isoindol-2-yl)acetyl]-2-azabicyclo[3.1.0]hexane-3-carboxylic acid CC12CC(N(C2C1)C(CN1C(C2=CC(=CC=C2C1)OC1=CC=CC=C1)=O)=O)C(=O)O